(2,4-difluorobenzyl)(methyl)((4-(5-(trifluoromethyl)-1,2,4-oxadiazol-3-yl)phenyl)imino)-λ6-sulfanone FC1=C(CS(=O)(=NC2=CC=C(C=C2)C2=NOC(=N2)C(F)(F)F)C)C=CC(=C1)F